S1C(=NC=2C=NC=CC21)CN Thiazolo[4,5-c]pyridin-2-ylmethanamine